COC1=CC=C(C=C1)CNS(=O)(=O)C1CC1 N-[(4-methoxyphenyl)methyl]Cyclopropanesulfonamide